3-[4-(5-cyanopyridin-2-yl)piperazin-1-yl]-N-methyl-N-[[(2S)-1-[6-oxo-5-(trifluoromethyl)-1,6-dihydropyridazin-4-yl]pyrrolidin-2-yl]methyl]propanamide C(#N)C=1C=CC(=NC1)N1CCN(CC1)CCC(=O)N(C[C@H]1N(CCC1)C=1C=NNC(C1C(F)(F)F)=O)C